2,4,6-trimethylphenylcarbinol CC1=C(C(=CC(=C1)C)C)CO